4'-O-MethoxyPyridoxine COOCC1=C(C(=NC=C1CO)C)O